C(C=C)(=O)OC(=O)C(=C)C Methacryl Acrylate